COC1=C(C=C(C=C1)C)[C@@]1([C@@H](C1)C=1C=NC(=NC1)OC)C(=O)NS(=O)(=O)C=1C=2C=CC(=NC2C=CC1)C |r| rac-(1r,2s)-1-(2-methoxy-5-methylphenyl)-2-(2-methoxypyrimidin-5-yl)-N-(2-methylquinoline-5-sulfonyl)cyclopropane-1-carboxamide